NC(C(=O)O)(CCCCB(O)O)CCCN1CC=C(CC1)C1=CC=C(C=C1)Cl 2-amino-6-borono-2-(3-(4-(4-chlorophenyl)-5,6-dihydropyridin-1(2H)-yl)propyl)hexanoic acid